(3R)-3-{[2-(2-chlorophenyl)[1,2,4]triazolo[1,5-c]quinazolin-5-yl]amino}azepan-2-one ClC1=C(C=CC=C1)C1=NN2C(=NC=3C=CC=CC3C2=N1)N[C@H]1C(NCCCC1)=O